OC[C@H]1N(C/C(/C1)=N/OC)C(=O)C=1N=CC(=NC1)C=1C(=C(C#N)C=CC1)C (S,E)-3-(5-(2-(hydroxymethyl)-4-(methoxyimino)pyrrolidine-1-carbonyl)pyrazin-2-yl)-2-methylbenzonitrile